3-(2-ethyl-4-(trifluoromethyl)pyridin-3-yl)-5-fluorobenzoic acid C(C)C1=NC=CC(=C1C=1C=C(C(=O)O)C=C(C1)F)C(F)(F)F